ClC1=NSC(=C1Cl)COC1=NS(C2=C1C=CC=C2)(=O)=O 3-[(3,4-dichloroisothiazol-5-yl)methoxy]-1,2-benzothiazole 1,1-dioxide